1-(1,3-dihydro-2H-isoindol-2-yl)-2-(1,3-oxazol-2-ylsulfanyl)ethanone C1N(CC2=CC=CC=C12)C(CSC=1OC=CN1)=O